CC1=C(C(=O)NC=2SC(=CN2)[N+](=O)[O-])C=CC(=C1)N1CCOCC1 2-Methyl-4-morpholino-N-(5-nitrothiazol-2-yl)benzamide